FC1(CC(C1)(C)CN1N=C(C(=C1C(=O)OCC)I)C1(CC1)OC)F ethyl 1-((3,3-difluoro-1-methylcyclobutyl)methyl)-4-iodo-3-(1-methoxycyclopropyl)-1H-pyrazole-5-carboxylate